piperazin-1-yl-7-azaspiro[3.5]nonane-7-carboxylic acid tert-butyl ester C(C)(C)(C)OC(=O)N1CCC2(CCC2N2CCNCC2)CC1